5-(3-isopropyl-1,2,4-triazol-1-yl)pyridazine-3-carboxylic acid C(C)(C)C1=NN(C=N1)C=1C=C(N=NC1)C(=O)O